N-[3-[3-(difluoromethoxy)-2-naphthyl]-1-ethyl-pyrazol-4-yl]pyrazolo[1,5-a]pyrimidine-3-carboxamide FC(OC=1C(=CC2=CC=CC=C2C1)C1=NN(C=C1NC(=O)C=1C=NN2C1N=CC=C2)CC)F